CN1N=CC(=C1C)C1=CC(=C(C=C1)NC=1N=CC2=C(N1)C(=NC=C2)NCC2(COC2)C)OC N2-(4-(1,5-dimethyl-1H-pyrazol-4-yl)-2-methoxyphenyl)-N8-((3-methyloxetan-3-yl)methyl)pyrido[3,4-d]pyrimidine-2,8-diamine